2-(6-Oxo-5-(trifluoromethyl)-1,6-dihydropyridin-3-yl)ethyl (2R,6S)-2,6-dimethyl-4-(5-methylpyrimidin-2-yl)piperazine-1-carboxylate C[C@H]1N([C@H](CN(C1)C1=NC=C(C=N1)C)C)C(=O)OCCC1=CNC(C(=C1)C(F)(F)F)=O